6-((2-((3R,4S)-3-amino-4-fluoropiperidin-1-yl)-5,6-dichloro-1H-benzo[d]imidazol-1-yl)methyl)nicotinonitrile hydrochloride Cl.N[C@@H]1CN(CC[C@@H]1F)C1=NC2=C(N1CC1=NC=C(C#N)C=C1)C=C(C(=C2)Cl)Cl